BrC1=NOC(C1)C1=CC(=C(C=C1)C)OC1=CC(=CC=C1)C(F)(F)F 3-bromo-5-[4-methyl-3-[3-(trifluoromethyl)phenoxy]phenyl]-4,5-dihydroisoxazole